[Cl-].[Cl-].C(C)[Zr](C1C=CC2=C(C=CC(=C12)C)C)(C1C=CC=C1)CC diethylcyclopentadienyl-(4,7-dimethylindenyl)zirconium dichloride